methyl 5-bromo-6-methyl-2-(methylsulfanyl)pyrimidine-4-carboxylate BrC=1C(=NC(=NC1C)SC)C(=O)OC